8-bromo-9-[(6-chloro-3-pyridyl)methyl]-2-diethylphosphoryl-purin-6-amine BrC=1N(C2=NC(=NC(=C2N1)N)P(=O)(CC)CC)CC=1C=NC(=CC1)Cl